BrCCCC1=CC=C(C=C1)Cl 1-(3-bromopropyl)-4-chlorobenzene